methyl (S)-2'-hydroxy-4'-oxo-6',7'-dihydro-4'H-spiro[cyclopropane-1,8'-pyrrolo[1,2-a]pyrimidine]-6'-carboxylate OC=1N=C2N(C(C1)=O)[C@@H](CC21CC1)C(=O)OC